N1=C(C=CC=C1)C1=NC=CC(=C1)CO 4'-bipyridyl-methanol